Cl.Cl.CN1N=CC(=C1)C1=CC=C(C=C1)CN 1-[4-(1-methyl-1H-pyrazol-4-yl)phenyl]-methanamine dihydrochloride